(R)-N-[(5S)-2-(difluoromethyl)spiro[5,7-dihydro-cyclopenta[B]pyridin-6,4'-piperidin]-5-yl]-2-methyl-propane-2-sulfinamide FC(C1=CC=C2C(=N1)CC1(CCNCC1)[C@@H]2N[S@](=O)C(C)(C)C)F